ClC=1N=C(NC1)OC(C)C 4-chloro-2-isopropoxy-1H-imidazole